C(C=C)(=S=S)[O-] thioacrylate sulfide